(E)-2-(2-(3-(2,6-bis(trifluoromethyl)pyridin-4-yl)-1H-1,2,4-triazol-1-yl)-1-(pyrimidin-5-yl)vinyl)-5-methyl-1,3,4-oxadiazole FC(C1=NC(=CC(=C1)C1=NN(C=N1)/C=C(\C=1C=NC=NC1)/C=1OC(=NN1)C)C(F)(F)F)(F)F